4-(4-(1-(2-cyano-1-cyclopentylethyl)-1H-pyrazol-4-yl)-7H-pyrrolo[2,3-d]pyrimidin-7-yl)-4-oxobutanoate C(#N)CC(C1CCCC1)N1N=CC(=C1)C=1C2=C(N=CN1)N(C=C2)C(CCC(=O)[O-])=O